2-(4-(4-(4-((((cyclobutylmethyl)(methyl)carbamoyl)oxy)methyl)-3-methylisoxazol-5-yl)phenyl)-2-oxabicyclo[2.2.2]octan-1-yl)acetic acid C1(CCC1)CN(C(=O)OCC=1C(=NOC1C1=CC=C(C=C1)C12COC(CC1)(CC2)CC(=O)O)C)C